C(#N)C=1C=CC(=NC1)[C@H]1N(OCC1)C(=O)C1CCN(CC1)C1=NC=C(C(=N1)C(=O)N)F 2-[4-[(3S)-3-(5-Cyano-2-pyridyl)isoxazolidine-2-carbonyl]-1-piperidyl]-5-fluoro-pyrimidine-4-carboxamide